C(C)C=1C=C(C=CC1)C=1C=CC(=NC1)C(=O)NCCOCCNCC(=O)N1CCN(CC1)C(C1=C(C=CC(=C1)CC1=NNC(C2=CC=CC=C12)=O)F)=O 5-(3-ethylphenyl)-N-[2-[2-[[2-[4-[2-fluoro-5-[(4-oxo-3H-phthalazin-1-yl)methyl]benzoyl]piperazin-1-yl]-2-oxo-ethyl]amino]ethoxy]ethyl]pyridine-2-carboxamide